C1(CC1)CNC1(C(N(C2=CC=CC=C12)C=1C=C(C=NC1)CC1=NNC(C2=CC=CC=C12)=O)=O)C 4-((5-(3-((cyclopropylmethyl)amino)-3-methyl-2-oxoindolin-1-yl)pyridin-3-yl)methyl)phthalazin-1(2H)-one